6-(3-methylpyridin-4-yl)-N-(4-(pyrrolidin-1-ylmethyl)pyridin-2-yl)benzo[d]thiazol-2-amine CC=1C=NC=CC1C1=CC2=C(N=C(S2)NC2=NC=CC(=C2)CN2CCCC2)C=C1